8-fluoro-6-hydroxy-N-[(oxetan-3-yl)methyl]-7-(1,1,4-trioxo-1λ6,2,5-thiadiazolidin-2-yl)-3,4-dihydroisoquinoline-2(1H)-carboxamide FC=1C(=C(C=C2CCN(CC12)C(=O)NCC1COC1)O)N1S(NC(C1)=O)(=O)=O